N-(1,2,3,4-tetrahydro-isoquinolin-7-yl)-2-chloro-3-trifluoromethyl-benzamide C1NCCC2=CC=C(C=C12)NC(C1=C(C(=CC=C1)C(F)(F)F)Cl)=O